FC1=C(C=C(C(=C1)F)Cl)S(=O)(=O)Cl 2,4-difluoro-5-chlorobenzenesulfonyl chloride